[Ni].ClC=1C(=C(C=CC1)P(C1=CC=CC=C1)C1=CC=CC=C1)C1C=CC=C1 chloro(cyclopentadienyl)(triphenylphosphine) nickel